C(C)(C)(C)OC(=O)N1C(CCC2=CC=CN=C12)CCC(=O)OCC (3-ethoxy-3-oxopropyl)-3,4-dihydro-1,8-naphthyridine-1(2H)-carboxylic acid tert-butyl ester